C(#N)C1=CC(=C(COC2=CC=CC(=N2)OC2=CC(=C(CC3=NC4=C(N3C[C@H]3OCC3)C=C(C=C4F)C(=O)OC)C=C2F)F)C=C1)F methyl (S)-2-(4-((6-((4-cyano-2-fluorobenzyl)oxy)pyridin-2-yl)oxy)-2,5-difluoro-benzyl)-4-fluoro-1-(oxetan-2-ylmethyl)-1H-benzo[d]imidazole-6-carboxylate